FC1(C2=CC=CC=C2C=2C=C(C=CC12)C(=O)NCC(=O)N1[C@@H](C[C@@](C1)(CF)F)C(=O)OCC1=CC=CC=C1)F benzyl (2S,4R)-1-{2-[(9,9-difluorofluoren-3-yl)formamido]acetyl}-4-fluoro-4-(fluoromethyl)pyrrolidine-2-carboxylate